ClC1=CC=C(CNC(=O)C2=C(C=C3N2CCN(C3=O)CC3(CC3)S(=O)(=O)C(C)(C(CO)O)C)C)C=C1 N-(4-chlorobenzyl)-2-((1-((3,4-dihydroxy-2-methylbutan-2-yl)sulfonyl)cyclopropyl)methyl)-7-methyl-1-oxo-1,2,3,4-tetrahydropyrrolo[1,2-a]pyrazine-6-carboxamide